ethylene glycol dicyclopentenyl ether acrylate C=CC(=O)OCCOC1CC2CC1C3C2C=CC3